CN(C1=CC=C(C=N1)CN1C2CN(CC1C2)C2=CC=C(C=N2)C2=NC1=CC=CC=C1C(=N2)NC2=NNC(=C2)C)C 2-(6-(6-((6-(dimethylamino)pyridin-3-yl)methyl)-3,6-diazabicyclo[3.1.1]heptan-3-yl)pyridin-3-yl)-N-(5-methyl-1H-pyrazol-3-yl)quinazolin-4-amine